C(O[C@H]1C[C@H](CC1)C1=NN(C(=C1)NC=1C(=NC=CC1)C)C(C)(C)C)(OC1=CC=C(C=C1)[N+](=O)[O-])=O (1R,3S)-3-(1-(tert-butyl)-5-((2-methylpyridin-3-yl)amino)-1H-pyrazol-3-yl)cyclopentyl (4-nitrophenyl) carbonate